BrC=1C=C(C(=O)NCCCCCCCC(=O)O)C=CC1 8-[N-(3-bromobenzoyl)]aminocaprylic acid